5-bromo-1,3-xylene BrC=1C=C(C=C(C1)C)C